ClC1=CC=C(C=C1)N1N=C(C=C1)OC\C=C(/C(/C(=O)NC)=N\OC)\C (2E,3Z)-5-{[1-(4-chlorophenyl)-1H-pyrazole-3-yl]oxy}-2-(methoxyimino)-N,3-dimethylpent-3-enamide